5-[[2-[6-(5-cyclopropyl-4H-1,2,4-triazol-3-yl)-2-azaspiro[3.3]heptane-2-carbonyl]-2-azaspiro[3.3]heptan-6-yl]methyl]-2-(trifluoromethyl)nicotinonitrile C1(CC1)C=1NC(=NN1)C1CC2(CN(C2)C(=O)N2CC3(C2)CC(C3)CC=3C=NC(=C(C#N)C3)C(F)(F)F)C1